O=C1N([C@@H]2CC[C@@H](N1C2)N(C=O)S(=O)(=O)C=2C=NC(=CC2)C(F)(F)F)OS(=O)(=O)[O-] (2S,5R)-7-oxo-2-(N-((6-(trifluoromethyl) pyridin-3-yl) sulfonyl) formamidyl)-1,6-diazabicyclo[3.2.1]oct-6-ylsulfate